1-[4-[[5-chloro-4-(ethylamino)-7H-pyrrolo[2,3-d]pyrimidin-2-yl]amino]indazol-1-yl]-2-methyl-propan-2-ol ClC1=CNC=2N=C(N=C(C21)NCC)NC2=C1C=NN(C1=CC=C2)CC(C)(O)C